N,N'-bis[4-(9H-carbazole-9-yl)phenyl]-N,N'-diphenylstilbene-4,4'-diamine C1=CC=CC=2C3=CC=CC=C3N(C12)C1=CC=C(C=C1)N(C1=CC=C(C=C1)C=CC1=CC=C(C=C1)N(C1=CC=CC=C1)C1=CC=C(C=C1)N1C2=CC=CC=C2C=2C=CC=CC12)C1=CC=CC=C1